FC1=C(/C=C/C2=NC=CC3=CC=CC=C23)C=CC(=C1)C (E)-1-(2-fluoro-4-METHYLSTYRYL)isoquinoline